C12OCC(CC1)(CC2)CCC(CC=2OC(=NN2)C)=O 4-(2-oxabicyclo[2.2.2]octan-4-yl)-1-(5-methyl-1,3,4-oxadiazol-2-yl)butan-2-one